FC1=CC=C(C=C1)CCC(=O)N1C2=C(OCC1)C(=CN=C2)C2=CC=C(C#N)C=C2 4-(4-(3-(4-Fluorophenyl)propanoyl)-3,4-dihydro-2H-pyrido[4,3-b][1,4]oxazin-8-yl)benzonitrile